[Cl-].[Cl-].C1(CCC1)=[Zr+2](C1C(=CC2=C(C(=CC=C12)C)C1=CC=CC=C1)C=1OC(=CC1)C(C)(C)C)C1C(=CC2=C(C(=CC=C12)C)C1=CC=CC=C1)C=1OC(=CC1)C Cyclobutylidene[2-(5-methyl-2-furyl)-4-phenyl-5-methyl-1-indenyl][2-(5-tert-butyl-2-furyl)-4-phenyl-5-methyl-1-indenyl]zirconium dichloride